(rac)-2,5-trans-diphenylphosphinohexane C1(=CC=CC=C1)PC(C)CCC(C)PC1=CC=CC=C1